2-(2,3,5,6-tetrakis(2,7-dimethyl-9H-carbazol-9-yl)-4-(4,6-diphenyl-1,3,5-triazin-2-yl)phenyl)benzo[d]oxazole CC1=CC=2N(C3=CC(=CC=C3C2C=C1)C)C1=C(C(=C(C(=C1N1C2=CC(=CC=C2C=2C=CC(=CC12)C)C)C1=NC(=NC(=N1)C1=CC=CC=C1)C1=CC=CC=C1)N1C2=CC(=CC=C2C=2C=CC(=CC12)C)C)N1C2=CC(=CC=C2C=2C=CC(=CC12)C)C)C=1OC2=C(N1)C=CC=C2